tert-Butyl 4-[4-[3-cyano-5-[1-(1-isopropyltriazol-4-yl)ethoxy]imidazo[1,2-a]pyridin-7-yl]-5-methyl-triazol-1-yl]piperidine-1-carboxylate C(#N)C1=CN=C2N1C(=CC(=C2)C=2N=NN(C2C)C2CCN(CC2)C(=O)OC(C)(C)C)OC(C)C=2N=NN(C2)C(C)C